FC1=CC=C(C=C1)CC(=O)N1CC2(C1)CN(C2)CCC2=CC=C(C=C2)F 2-(4-Fluoro-phenyl)-1-{6-[2-(4-fluoro-phenyl)-ethyl]-2,6-diaza-spiro[3.3]hept-2-yl}-ethanone